3-octylidene-pentane-2,4-dione C(CCCCCCC)=C(C(C)=O)C(C)=O